6-(difluoromethyl)-7-(4,4,5,5-tetramethyl-1,3,2-dioxaborolan-2-yl)-1H-indole FC(C1=CC=C2C=CNC2=C1B1OC(C(O1)(C)C)(C)C)F